C[Hf](OC1=CC(=C(C=C1NCCCOC)C)C(C)(C)C)C dimethyl-[3-(tert-butyl)-6-((3-methoxypropyl)amino)-4-methylphenoxy]hafnium